N-[(5-Chlorothiophen-2-yl)methyl]-3-{1-[(2-methoxyphenyl)methyl]piperidin-4-yl}-1H-pyrazol-5-amin ClC1=CC=C(S1)CNC1=CC(=NN1)C1CCN(CC1)CC1=C(C=CC=C1)OC